2,4,8-trimethylnon-1,3,7-triene CC(=C)C=C(CCC=C(C)C)C